bicyclo(2.2.1)heptane-2,3-dicarboxylic acid, di-sodium salt [Na+].[Na+].C12C(C(C(CC1)C2)C(=O)[O-])C(=O)[O-]